ClC=1C(N(C(=CC1OCC1=NC=C(C=C1F)F)C)C1=CC(=NC=C1C)C1=NC(=NC=C1)C(COC)(C)O)=O 3-chloro-4-[(3,5-difluoropyridin-2-yl)methoxy]-2'-[2-(2-hydroxy-1-methoxypropan-2-yl)pyrimidin-4-yl]-5',6-dimethyl-[1,4'-bipyridin]-2-one